[6-methoxy-1-methyl-4-(1-methylpyrazol-4-yl)-3,4-dihydro-1H-isoquinolin-2-yl]-(2-phenyltetrazol-5-yl)methanone COC=1C=C2C(CN(C(C2=CC1)C)C(=O)C=1N=NN(N1)C1=CC=CC=C1)C=1C=NN(C1)C